C(C)(C)SC=1C(=NC=CC1)C#N 3-(isopropylthio)pyridine-2-carbonitrile